Cl.CN(CC(C(C)NS(=O)(=O)C1=CC(=C(C=C1)NC(C1=C(C=CC=C1)C)=O)C)(C)C)C N-(4-(N-(4-(dimethylamino)-3,3-dimethylbutan-2-yl)sulfamoyl)-2-methylphenyl)-2-methylbenzamide hydrochloride